Tert-butyl (3R,4R)-3-amino-4-methylpyrrolidine-1-carboxylate N[C@H]1CN(C[C@H]1C)C(=O)OC(C)(C)C